Benzyl (3S)-2-[(E)-3-(4-chloro-2-fluoro-phenyl)prop-2-enoyl]-3-[[(1S)-2-methoxy-2-oxo-1-[[(3S)-2-oxopyrrolidin-3-yl]methyl]ethyl]carbamoyl]hexahydropyridazine-1-carboxylate ClC1=CC(=C(C=C1)/C=C/C(=O)N1N(CCC[C@H]1C(N[C@H](C(=O)OC)C[C@H]1C(NCC1)=O)=O)C(=O)OCC1=CC=CC=C1)F